N-cyclopentyl-2-pentyl-5,6,7,8-tetrahydropyrido[3,2-d]pyrimidin-4-amine C1(CCCC1)NC=1C2=C(N=C(N1)CCCCC)CCCN2